bis(trifluoromesyl)aniline FC(S(=O)(=O)N(C1=CC=CC=C1)S(=O)(=O)C(F)(F)F)(F)F